N-((3R,5R)-5-(methoxymethyl)pyrrolidin-3-yl)-5-(3-(trifluoromethoxy)phenyl)oxazole-2-carboxamide TFA salt OC(=O)C(F)(F)F.COC[C@H]1C[C@H](CN1)NC(=O)C=1OC(=CN1)C1=CC(=CC=C1)OC(F)(F)F